2,4-dichloro-5-(ethoxymethyl-d2)pyrimidine ClC1=NC=C(C(=N1)Cl)C([2H])([2H])OCC